ClC1=C2C(=NC(=C1)N1[C@@H](COCC1)C)NC=C2 (R)-4-(4-chloro-1H-pyrrolo[2,3-b]pyridin-6-yl)-3-methylmorpholine